1-(3-aminophenyl)-7-chloro-4-(dimethylamino)quinazolin-2(1H)-one NC=1C=C(C=CC1)N1C(N=C(C2=CC=C(C=C12)Cl)N(C)C)=O